BrC1=CC=C(N=N1)N1CC(CC1)N(C(OC(C)(C)C)=O)CC1CC1 tert-butyl N-[1-(6-bromopyridazin-3-yl)pyrrolidin-3-yl]-N-(cyclopropylmethyl)carbamate